[({[(2R,3S,4R,5S)-5-{2-chloro-4-[(oxolan-3-ylmethyl)amino]quinazolin-7-yl}-3,4-dihydroxyoxolan-2-yl]methoxy}(hydroxy)phosphoryl)methyl]phosphonic acid ClC1=NC2=CC(=CC=C2C(=N1)NCC1COCC1)[C@H]1[C@@H]([C@@H]([C@H](O1)COP(=O)(O)CP(O)(O)=O)O)O